3-(4-methoxyphenyl)-2-methylpropanoic acid COC1=CC=C(C=C1)CC(C(=O)O)C